1,2,6,7,8,8a-Hexahydronaphthalen C1CC=CC2=CCCCC12